N-(4-amino-1H-pyrazolo[4,3-c]pyridin-7-yl)-2-(rac-(2S,5R)-5-methyl-2-(1-methyl-1H-pyrazol-5-yl)piperidin-1-yl)-2-oxoacetamide NC1=NC=C(C2=C1C=NN2)NC(C(=O)N2[C@@H](CC[C@H](C2)C)C2=CC=NN2C)=O |r|